C1(CC1)NC(NC1=CC=C(C=C1)C1=NN=C2N1C1=CC(=C(C=C1N=C2)OC)C(=O)N)=O 1-(4-(3-cyclopropylureido)phenyl)-7-methoxy-[1,2,4]triazolo[4,3-a]quinoxaline-8-carboxamide